[5-[(3R)-3-[tert-butoxycarbonyl(methyl)amino]pyrrolidin-1-yl]pyrazine-2-carbonyl]oxylithium C(C)(C)(C)OC(=O)N([C@H]1CN(CC1)C=1N=CC(=NC1)C(=O)O[Li])C